C(C1=CC=CC=C1)N(C1CCC(CC1)OCCOC)CC1=CC=CC=C1 N,N-Dibenzyl-4-(2-methoxyethoxy)cyclohexan-1-amine